N-(5-bromo-2-methoxyphenyl)-5-chloroquinazoline-4,6-diamine BrC=1C=CC(=C(C1)NC1=NC=NC2=CC=C(C(=C12)Cl)N)OC